(R)-2-(6-(2,5-dichloropyrimidin-4-yl)-1-oxoisoindolin-2-yl)-N-((S)-2-hydroxy-1-(m-tolyl)ethyl)propionamide ClC1=NC=C(C(=N1)C1=CC=C2CN(C(C2=C1)=O)[C@@H](C(=O)N[C@H](CO)C=1C=C(C=CC1)C)C)Cl